ClC1=CC=C2C(=CNC2=C1)S(=O)(=O)NC1=NC=C(C(=N1)Cl)OC 6-chloro-N-(4-chloro-5-methoxy-pyrimidin-2-yl)-1H-indole-3-sulfonamide